C1=C(C=CC=2C3=CC=CC=C3C(C12)O)C1=CC=2CC3=CC=CC=C3C2C=C1 9'H-[2,2'-bifluorene]-9-ol